NC=1C=CC2=C3C=CC(=CC3=C([N+](=C2C1)CCC[N+](C)(CCNC(CCCOC1=CC=C(C=C1)N(CCCl)CCCl)=O)CCNC(CCCOC1=CC=C(C=C1)N(CCCl)CCCl)=O)C1=CC=CC=C1)N 3,8-diamino-5-(3-(bis(2-(4-(4-(bis(2-chloroethyl)amino)phenoxy)butanamido)ethyl)(methyl)ammonio)propyl)-6-phenylphenanthridin-5-ium